4-(2-chloro-9-((methylsulfonyl)methyl)-8-(pyridin-4-yl)-9H-purin-6-yl)morpholine ClC1=NC(=C2N=C(N(C2=N1)CS(=O)(=O)C)C1=CC=NC=C1)N1CCOCC1